C1(=CC=CC=C1)C1=CC=C(C=N1)C1=CC=CN2C1=NS(CC2)(=O)=O 9-(6-phenylpyridin-3-yl)-3,4-dihydropyrido[2,1-c][1,2,4]thiadiazine 2,2-dioxide